C1(CC1)C=1NC(=NN1)C1=CC(=C(N=N1)C(=O)NC([2H])([2H])[2H])NC1=C(C(=CC=C1)C1=NN(C=N1)C)OC 6-(5-Cyclopropyl-4H-1,2,4-triazol-3-yl)-4-((2-methoxy-3-(1-methyl-1H-1,2,4-triazol-3-yl)phenyl)amino)-N-(methyl-d3)pyridazine-3-carboxamide